tert-butyl (3S,4S)-4-(((R)-tert-butylsulfinyl)amino)-3-methyl-2-oxa-8-azaspiro[4.5]decane-8-carboxylate C(C)(C)(C)[S@@](=O)N[C@@H]1[C@@H](OCC12CCN(CC2)C(=O)OC(C)(C)C)C